benzyl 2'-(2-ethoxypyridin-3-yl)-6'H-spiro[piperidine-4,5'-[1,7]naphthyridine]-7'(8'H)-carboxylate C(C)OC1=NC=CC=C1C1=NC=2CN(CC3(C2C=C1)CCNCC3)C(=O)OCC3=CC=CC=C3